trans-2-((6-(5-(((((R)-4-fluoro-4-methylpentan-2-yl)oxy)carbonyl)amino)-1-methyl-1H-1,2,3-triazol-4-yl)-2-methylpyridin-3-yl)ethynyl)cyclopentane-1-carboxylic acid FC(C[C@@H](C)OC(=O)NC1=C(N=NN1C)C1=CC=C(C(=N1)C)C#C[C@H]1[C@@H](CCC1)C(=O)O)(C)C